CN(CCN1CCNCC1)C 1-(2-dimethylaminoethyl)piperazine